(methylcyclopentadienyl)tris(dimethylamino)zirconium CC1(C=CC=C1)[Zr](N(C)C)(N(C)C)N(C)C